(2'S,7r)-2'-methyl-spiro[4,5-dihydrothieno[2,3-C]pyran-7,4'-piperidine]-1'-carboxylic acid tert-butyl ester C(C)(C)(C)OC(=O)N1[C@H](C[C@@]2(CC1)OCCC1=C2SC=C1)C